N-(1-(4-((5-chloro-4-(1H-indol-3-yl)pyrimidin-2-yl)amino)-3-methoxy-phenyl)piperidin-4-yl)-6-((2-(2,6-dioxopiperidin-3-yl)-1,3-dioxoisoindolin-4-yl)amino)-N-methyl-hexanamide ClC=1C(=NC(=NC1)NC1=C(C=C(C=C1)N1CCC(CC1)N(C(CCCCCNC1=C2C(N(C(C2=CC=C1)=O)C1C(NC(CC1)=O)=O)=O)=O)C)OC)C1=CNC2=CC=CC=C12